CC1(C2CCC=3[C@@H]4CC[C@H]([C@@H](CCC=C(C)C)C)[C@]4(CCC3[C@]2(CCC1O)C)C)C(=O)[O-] 4-methylcholesta-8,24-diene-3-ol-4-carboxylate